2-[4-[[4-[1-cyclopropyl-3-(oxan-4-yl)pyrazol-4-yl]oxypyridin-2-yl]amino]pyridin-2-yl]propan-2-ol C1(CC1)N1N=C(C(=C1)OC1=CC(=NC=C1)NC1=CC(=NC=C1)C(C)(C)O)C1CCOCC1